NC=1C=2O[C@@H](C3=CC(=CC=C3C3=NN(C=C3CC3=NN(C(=C3C(=CN1)C2)C#N)C)C)F)C (19R)-22-amino-16-fluoro-4,10,19-trimethyl-20-oxa-4,5,10,11,23-pentaazapentacyclo[19.3.1.02,6.08,12.013,18]pentacosa-1(24),2,5,8,11,13,15,17,21(25),22-decaene-3-carbonitrile